ClC=1C=CC(=C(C1)C1=CC(=CN=N1)NC1=CC=NC2=CC(=CC=C12)OCCN1CCN(CC1)CC(F)(F)F)F N-[6-(5-Chloro-2-Fluorophenyl)Pyridazin-4-yl]-7-{2-[4-(2,2,2-Trifluoroethyl)Piperazin-1-yl]Ethoxy}Quinolin-4-Amin